C(=O)[O-].C(C)(C)(C)OC(CCCCCCCCCCCCCCCCCCC(=O)OC(C)OC(C(=O)OC1CC2CCC(C1)[N+]21CCCC1)(C1=CC=CC=C1)C1=CC=CC=C1)=O 3-(2-(1-((20-(tert-Butoxy)-20-oxoicosanoyl)oxy)ethoxy)-2,2-diphenylacetoxy)spiro[bicyclo[3.2.1]octane-8,1'-pyrrolidin]-8-ium formate